(R)-6-chloro-3-((1-(2-cyano-7-methyl-3-(4-(thiazol-2-yl)piperazin-1-yl)quinoxalin-5-yl)ethyl)amino)picolinic acid ClC1=CC=C(C(=N1)C(=O)O)N[C@H](C)C1=C2N=C(C(=NC2=CC(=C1)C)C#N)N1CCN(CC1)C=1SC=CN1